Cl.ClC1=C(C=2CC3(N(C2C=C1F)CCNC3)C3=CC=CC=C3)C3=C(C(=O)NCCO)C=CC(=C3F)OCCO 2-((9R)-8-chloro-7-fluoro-10a-phenyl-1,2,3,4,10,10a-hexahydropyrazino[1,2-a]indol-9-yl)-3-fluoro-4-(2-hydroxyethoxy)-N-(2-hydroxyethyl)benzamide hydrochloride